C1=CC(=CC=2SC3=C(C21)C=CC=C3)C3=C(C(=NC(=C3N3C2=CC=CC(=C2C=2C(=CC=CC32)C)C)N3C2=CC=CC(=C2C=2C(=CC=CC32)C)C)N3C=2C=CC=CC2N(C2=CC=CC=C32)C3=CC=CC=C3)N3C2=CC=CC(=C2C=2C(=CC=CC32)C)C 5-(4-(dibenzo[b,d]thiophen-3-yl)-3,5,6-tris(4,5-dimethyl-9H-carbazol-9-yl)pyridin-2-yl)-10-phenyl-5,10-dihydrophenazine